BrC1=C(N(N=C1)C)OCCN1C([C@H](CC1)O[Si](C)(C)C(C)(C)C)=O (3S)-1-[2-(4-bromo-2-methyl-pyrazol-3-yl)oxyethyl]-3-[tert-butyl-(dimethyl)silyl]oxy-pyrrolidin-2-one